methyl 4-[[tert-butyl(dimethyl)silyl]oxymethyl]pyridine-2-carboxylate [Si](C)(C)(C(C)(C)C)OCC1=CC(=NC=C1)C(=O)OC